ethyl (2R,3S,4R,5S)-2,3,4,5-tetrahydroxy-5-(m-tolyl)pentanoate O[C@@H](C(=O)OCC)[C@H]([C@@H]([C@H](C=1C=C(C=CC1)C)O)O)O